C(C)(C)(C)OC(=O)N1CC2=CC=C3C(=C2CC1)N(C(=C3)C3=NC1=C(N3C)C(=CC(=C1)C(=O)O)F)CC1CC1 2-(7-(tert-butoxycarbonyl)-1-(cyclopropylmethyl)-6,7,8,9-tetrahydro-1H-pyrrolo[2,3-f]isoquinolin-2-yl)-7-fluoro-1-methyl-1H-benzo[d]imidazole-5-carboxylic acid